BrC=1C(=C(C(=CC1)S(=O)(=O)C)C1=NOCC1)C 3-(3-bromo-2-methyl-6-methylsulfonyl-phenyl)-4,5-dihydro-isoxazole